2,3-diethyl-2-cyclohexenone C(C)C=1C(CCCC1CC)=O